tert-butyl 4-benzyl-2-(4-formylphenyl)piperazine-1-carboxylate C(C1=CC=CC=C1)N1CC(N(CC1)C(=O)OC(C)(C)C)C1=CC=C(C=C1)C=O